(2S,3as,7as)-1-(2-(tert-butylamino)-2-oxoacetyl)-N-((S)-3-oxo-1-((S)-2-oxopyrrolidin-3-yl)-4-(trifluoromethoxy)butan-2-yl)octahydro-1H-indole-2-carboxamide naphthaline-1,5-disulfonate C1(=CC=CC=2C(=CC=CC12)S(=O)(=O)O)S(=O)(=O)O.C(C)(C)(C)NC(C(=O)N1[C@@H](C[C@@H]2CCCC[C@H]12)C(=O)N[C@@H](C[C@H]1C(NCC1)=O)C(COC(F)(F)F)=O)=O